1-{3-amino-6-[4-(4-methylpiperazin-1-yl)phenyl]pyrazin-2-yl}pyrazole-4-carboxylic acid ethyl ester C(C)OC(=O)C=1C=NN(C1)C1=NC(=CN=C1N)C1=CC=C(C=C1)N1CCN(CC1)C